8-methoxy-6H-benzo[c]chromene-3,10-diol COC=1C=C(C2=C(COC3=CC(=CC=C23)O)C1)O